NC=1C2=C(N=CN1)N(C=C2)[C@H]2C([C@@]1([C@H](O2)[C@H](CC1)OC1=CC=C2C=CC(=NC2=C1)N)O)O (2r,3as,6s,6ar)-2-(4-amino-7H-pyrrolo[2,3-d]pyrimidin-7-yl)-6-((2-aminoquinolin-7-yl)oxy)hexahydro-2H-cyclopenta[b]furan-3,3a-diol